trans-2-(5-(naphthalen-1-yl)thiophen-2-yl)cyclopropylamine C1(=CC=CC2=CC=CC=C12)C1=CC=C(S1)[C@H]1[C@@H](C1)N